C(C=C)C1=CC=C(OP2(=NP(=NP(=N2)(OC2=CC=C(C=C2)CC=C)OC2=CC=C(C=C2)CC=C)(OC2=CC=C(C=C2)CC=C)OC2=CC=C(C=C2)CC=C)OC2=CC=C(C=C2)CC=C)C=C1 hexa(4-allylphenoxy)cyclotriphosphazene